CN(C=1C=C(OCCN2C(=C(C3=CC=CC=C23)C=O)C)C=CC1)C 1-(2-(3-(dimethylamino)phenoxy)ethyl)-2-methyl-1H-indole-3-carbaldehyde